N[C@@H](CCCNC(N)=N)C(=O)O |r| D,L-Arginin